NCCC=1C=CC(=NC1)C1=C(C=C(C#N)C=C1)C(=O)C=1SC(=NN1)N1CCOCC1 4-[5-(2-aminoethyl)pyridin-2-yl]-3-(5-morpholin-4-yl-1,3,4-thiadiazole-2-carbonyl)benzonitrile